NC=1C2=C(N=CN1)N(C(=C2)C)CC(=O)N2[C@@H]1C[C@@H]1C[C@H]2C(=O)NC2=NC(=CC=C2)Br (1R,3S,5R)-2-(2-(4-amino-6-methyl-7H-pyrrolo[2,3-d]pyrimidin-7-yl)acetyl)-N-(6-bromopyridin-2-yl)-2-azabicyclo[3.1.0]hexane-3-carboxamide